7-(1-methyl-1H-pyrazol-3-yl)-4-(6-methyl-7-(4-(piperazin-1-yl)phenyl)imidazo[1,2-b]pyridazin-3-yl)quinolone CN1N=C(C=C1)C1=CC=C2C(=CC(NC2=C1)=O)C1=CN=C2N1N=C(C(=C2)C2=CC=C(C=C2)N2CCNCC2)C